2-(5'-fluoro-2,6,6'-trimethyl-[3,4'-bipyridin]-2'-yl)-5-(5-fluoropyridin-2-yl)-1,3,4-oxadiazole FC=1C(=CC(=NC1C)C=1OC(=NN1)C1=NC=C(C=C1)F)C=1C(=NC(=CC1)C)C